racemic-(Z)-3-((3-butyl-7-(ethylthio)-5-(4-fluorophenyl)-1,1-dioxido-2,3,4,5-tetrahydro-1,2,5-benzothiadiazepin-8-yl)oxy)-2-fluoroacrylic acid C(CCC)C1NS(C2=C(N(C1)C1=CC=C(C=C1)F)C=C(C(=C2)O\C=C(\C(=O)O)/F)SCC)(=O)=O